4-(3-pyridyl)-1,2,5-oxadiazolecarboxylic acid N1=CC(=CC=C1)C=1C(=NON1)C(=O)O